bis-(2,6-dichlorobenzoyl)-4-ethoxyphenyl-phosphine oxide ClC1=C(C(=O)P(C2=CC=C(C=C2)OCC)(C(C2=C(C=CC=C2Cl)Cl)=O)=O)C(=CC=C1)Cl